C(C=1C(C(=O)OCCCCCCCC(C)C)=CC=CC1)(=O)OCCCCCCCC(C)C di-isodecyl phthalate